C1(CCCC1)NC(=O)[C@@H]1CN(CC[C@H]1NC(=O)C1=NOC(=C1)C1=C(C=C(C=C1)F)F)C1CCCCC1 (3R,4R)-1-cyclohexyl-4-{[5-(2,4-difluoro-phenyl)-isoxazole-3-carbonyl]-amino}-piperidine-3-carboxylic acid cyclopentylamide